C(C)OC(=O)C1CC=C(CC1)C=1C(=NC=CC1)C(F)(F)F 4-(2-(trifluoromethyl)pyridin-3-yl)cyclohex-3-enecarboxylic acid ethyl ester